COC=1C=C(CN(C2=CC(=NC=C2)COCCOCC2=CC(=CC=C2)OC)CC2=CC=C3C=CC=NC3=C2)C=CC1 N-(3-methoxybenzyl)-2-((2-((3-methoxybenzyl)oxy)ethoxy)methyl)-N-(quinolin-7-ylmethyl)pyridin-4-amine